(7S)-N-(2-amino-4-((4-(trifluoromethyl)benzyl)amino)phenyl)-7,8-difluorooctanamide NC1=C(C=CC(=C1)NCC1=CC=C(C=C1)C(F)(F)F)NC(CCCCC[C@@H](CF)F)=O